N-(4-(4-chlorophenyl)piperidin-4-yl)-6-isopropoxypyridine-3-sulfonamide ClC1=CC=C(C=C1)C1(CCNCC1)NS(=O)(=O)C=1C=NC(=CC1)OC(C)C